C(C)S(=O)(=O)C1=NC=2C([C@H]3[C@](CC2C=N1)([C@H]1CC=C2C4[C@H]([C@@H](CC[C@H]4CC[C@]2([C@@]1(CC3)C)C)C)C)C)(C)C (1S,2R,4aS,6aS,6bR,8aR,14aR,14bR)-11-(ethylsulfonyl)-1,2,6a,6b,9,9,14a-heptamethyl-1,2,3,4,4a,5,6,6a,6b,7,8,8a,9,14,14a,14b,15,16b-octadecahydrochryseno[1,2-g]Quinazolin